(6-(trifluoromethyl)-1-(4-(trifluoromethyl)phenyl)-1,2,3,4-tetrahydroimidazo[1,5-a]pyrimidin-3-yl)methanol FC(C1=NC=C2N1CC(CN2C2=CC=C(C=C2)C(F)(F)F)CO)(F)F